O=C1NC(CCC1C=1C=CC(=NC1)N1CC2(CN(C2)C(=O)N2CCC(CC2)(C(=O)OC(C)(C)C)C)C1)=O tert-butyl 1-{6-[5-(2,6-dioxopiperidin-3-yl)pyridin-2-yl]-2,6-diazaspiro[3.3]heptane-2-carbonyl}-4-methylpiperidine-4-carboxylate